FC([C@](CO)(C)O)(F)C=1C(=C(C=CC1)C(C)=O)F (R)-1-(3-(1,1-difluoro-2,3-dihydroxy-2-methylpropyl)-2-fluorophenyl)ethan-1-one